P(OC1=C(C(=C(C(=C1)C1=CC=CC=C1)C1=CC=CC=C1)C1=CC=CC=C1)C1=CC=CC=C1)([O-])[O-] tetraphenylphenyl phosphite